6-bromo-4-hydroxy-1-(2-morpholinoethyl)-2-oxo-1,2-dihydro-1,8-naphthyridine-3-carboxylic acid ethyl ester C(C)OC(=O)C=1C(N(C2=NC=C(C=C2C1O)Br)CCN1CCOCC1)=O